4-(6-chloroindolin-1-yl)-6-(5,6-dimethoxypyridin-3-yl)quinazoline ClC1=CC=C2CCN(C2=C1)C1=NC=NC2=CC=C(C=C12)C=1C=NC(=C(C1)OC)OC